ClC=1C=C2CC3(C=NC4=C(O3)C=CC3=CC=CC=C34)NC2=CC1 5-chlorospiro[indoline-2,3'-[3H]-naphtho[2,1-b][1,4]oxazine]